C(C)OC(\C=C\C1=CC=2CCCC(C2C=C1)OCC1=CC(=CC(=C1)C(F)(F)F)C(F)(F)F)=O (E)-3-(5-((3,5-bis(trifluoromethyl)benzyl)oxy)-5,6,7,8-tetrahydronaphthalen-2-yl)acrylic acid ethyl ester